The molecule is an anthocyanin cation that is malvidin substituted at position 3 by a 6-O-(trans-4 coumaryl)-beta-D-glucosyl residue It has a role as a metabolite. It is a beta-D-glucoside, an anthocyanin cation, a cinnamate ester, an aromatic ether and a polyphenol. It derives from a malvidin and a trans-4-coumaric acid. COC1=CC(=CC(=C1O)OC)C2=[O+]C3=CC(=CC(=C3C=C2O[C@H]4[C@@H]([C@H]([C@@H]([C@H](O4)COC(=O)/C=C/C5=CC=C(C=C5)O)O)O)O)O)O